C(C)(=O)[O-].CC1=C(C(=CC=C1)C)NC(C[P+](CC)(CC)CC(NC1=C(C=CC=C1C)C)=O)=O bis(2-((2,6-dimethylphenyl)amino)-2-oxoethyl)diethyl-phosphonium acetate